(R)-2-(3-Chloro-4-(4-fluorobenzo[d]thiazol-7-yl)phenyl)-2-(3-(2-ethynylthiazol-4-yl)ureido)ethane-1-sulfonamide ClC=1C=C(C=CC1C1=CC=C(C=2N=CSC21)F)[C@H](CS(=O)(=O)N)NC(=O)NC=2N=C(SC2)C#C